CN(C)CC[C@@H](C=1SC=CC1)OC1=CC=CC2=CC=CC=C12 (S)-(+)-N,N-dimethyl-3-(1-naphthyloxy)-3-(2-thienyl)propylamine